2-fluoro-3-[(2-oxo-1-imidazolidinyl)methyl]benzaldehyde FC1=C(C=O)C=CC=C1CN1C(NCC1)=O